1-(7,8-dichloro-4-(1H-imidazol-1-yl)quinolin-2-yl)-3-hydroxypyrrolidin ClC1=CC=C2C(=CC(=NC2=C1Cl)N1CC(CC1)O)N1C=NC=C1